(Z)-5-((6-chloro-7-(fluoromethoxy)-1H-indol-3-yl)methylene)-3-(4-chlorobenzyl)imidazolidine-2,4-dione ClC1=CC=C2C(=CNC2=C1OCF)\C=C/1\C(N(C(N1)=O)CC1=CC=C(C=C1)Cl)=O